tert-butyl 3-methyl-6-(3'H-spiro[cyclopropane-1,1'-isobenzofuran]-6'-yl)-3,4-dihydropyridine-1(2H)-carboxylate CC1CN(C(=CC1)C1=CC=C2COC3(C2=C1)CC3)C(=O)OC(C)(C)C